(1-(2-formyl-6-methoxy-5-(3-methoxypropoxy)pyridin-3-yl)-3-methylbutan-2-yl)carbamic acid tert-butyl ester C(C)(C)(C)OC(NC(CC=1C(=NC(=C(C1)OCCCOC)OC)C=O)C(C)C)=O